BrC=1C=C2C=CNC2=C(C1)C(=O)N[C@H]1C[C@H](CCC1)NC1=CC(=NC2=CC=C(C=C12)C)C(F)(F)F 5-bromo-N-[(1R,3S)-3-{[6-methyl-2-(trifluoromethyl)quinolin-4-yl]amino}cyclohexyl]-1H-indole-7-carboxamide